C(C)(C)(C)OC(=O)N1CC2=CC=CC=C2C1 1,3-dihydro-isoindole-2-carboxylic acid tert-butyl ester